(4,6-dimethylpyrimidin-5-yl)-[4-[(3S)-4-[(1R,2R)-2-ethoxy-5-(trifluoromethyl)-2,3-dihydro-1H-inden-1-yl]-3-methylpiperazin-1-yl]-4-methylpiperidin-1-yl]methanone CC1=NC=NC(=C1C(=O)N1CCC(CC1)(C)N1C[C@@H](N(CC1)[C@H]1[C@@H](CC2=CC(=CC=C12)C(F)(F)F)OCC)C)C